NC(C(=O)[C@H]1CCOCCC1)=O |o1:4| (R or S)-4-(2-amino-2-oxoacetyl)oxepan